[Na+].[Na+].S(=O)(=O)([O-])C(=CC1=CC=CC=C1)C1=CC=C(C=C1)C1=CC=C(C=C1)C(=CC1=CC=CC=C1)S(=O)(=O)[O-] 4,4'-bis-(sulfostyryl)biphenyl disodium salt